1-((1R,2S,3R,4R)-3-hydroxy-4-(hydroxymethyl)-2-methoxycyclopentyl)pyrimidine-2,4(1H,3H)-dione O[C@H]1[C@H]([C@@H](C[C@@H]1CO)N1C(NC(C=C1)=O)=O)OC